6-ethoxy-2-(3-((4-(trifluoromethyl)benzyl)oxy)benzylidene)benzofuran-3(2H)-one C(C)OC1=CC2=C(C(C(O2)=CC2=CC(=CC=C2)OCC2=CC=C(C=C2)C(F)(F)F)=O)C=C1